2-(2-methoxy ethoxy)ethyl N-[(1S)-2-[[(1S)-1-cyano-2-[(3S)-2-oxopyrrolidin-3-yl]ethyl]amino]-1-(cyclopropylmethyl)-2-oxo-ethyl]carbamate C(#N)[C@H](C[C@H]1C(NCC1)=O)NC([C@H](CC1CC1)NC(OCCOCCOC)=O)=O